3-(sec-butyl)-8-fluoro-2-oxo-1,2,3,5-tetrahydro-4H-pyrido[3,2-e][1,4]diazepine-4-carboxamide C(C)(CC)C1N(CC2=C(NC1=O)C=C(C=N2)F)C(=O)N